N-(2-fluoro-2-methylpropyl)-5-(2-((cis-3-methoxycyclobutyl)amino)-7H-pyrrolo[2,3-d]pyrimidin-5-yl)pyrazolo[1,5-a]pyridine-3-carboxamide FC(CNC(=O)C=1C=NN2C1C=C(C=C2)C2=CNC=1N=C(N=CC12)N[C@@H]1C[C@@H](C1)OC)(C)C